FC=1C(=C(C=C(C1)F)B(O)O)OC (3,5-Difluoro-2-methoxyphenyl)boronic acid